[Si](C)(C)(C(C)(C)C)O[C@@H]1C[C@H](N(C1)C([C@H](C(C)(C)C)NC(=O)C1(CC1)F)=O)C(=O)O (2S,4R)-4-((tert-butyldimethylsilyl)oxy)-1-((S)-2-(1-fluorocyclopropane-1-carboxamido)-3,3-dimethylbutanoyl)pyrrolidine-2-carboxylic acid